C1(C(C1)C1=CC(=NNC1=C=O)C=1C(NC(NC1)=O)=O)C1CC1 5-(5-([1,1'-bi(cyclopropane)]-2-yl)-6-carbonyl-1,6-Dihydropyridazin-3-yl)pyrimidine-2,4(1H,3H)-dione